2-(cyclopropanecarbonyl)-7-(2,6-dimethyl-4-prop-1-ynylphenyl)-2-azaspiro[3.5]nonane-6,8-dione C1(CC1)C(=O)N1CC2(C1)CC(C(C(C2)=O)C2=C(C=C(C=C2C)C#CC)C)=O